N,N-dimethyl-1-(1-(2-((3-methyloxetan-3-yl)methoxy)-6-morpholinopyrimidin-4-yl)-3-(m-tolyl)-1H-pyrazol-5-yl)methanamine CN(CC1=CC(=NN1C1=NC(=NC(=C1)N1CCOCC1)OCC1(COC1)C)C=1C=C(C=CC1)C)C